2-chloro-1,4-diethoxynaphthalene ClC1=C(C2=CC=CC=C2C(=C1)OCC)OCC